(S)-N-((R or S)-2-(3-chloro-4-fluorophenoxy)-1-(3-chloro-4-fluorophenyl)ethyl)-2-oxooxazolidine-5-carboxamide ClC=1C=C(OC[C@@H](C2=CC(=C(C=C2)F)Cl)NC(=O)[C@@H]2CNC(O2)=O)C=CC1F |o1:6|